tert-butyl (1R,4R)-5-(4-((2-fluoro-3-methylphenyl)amino)pyrido[3,2-d]pyrimidin-6-yl)-2,5-diazabicyclo[2.2.2]octane-2-carboxylate FC1=C(C=CC=C1C)NC=1C2=C(N=CN1)C=CC(=N2)N2[C@H]1CN([C@@H](C2)CC1)C(=O)OC(C)(C)C